6'-(sulfomethyl)-2',3'-dihydrospiro[cyclohexane-1,1'-indene]-4-carboxylic acid S(=O)(=O)(O)CC1=CC=C2CCC3(C2=C1)CCC(CC3)C(=O)O